[Cl-].[Cl-].[Cl-].[Cl-].[Hf+4] hafnium(IV) tetrachloride